(3S,4R)-4-((6-bromo-7-cyclopentyl-5-fluoropyrrolo[2,1-f][1,2,4]triazin-2-yl)amino)tetrahydro-2H-pyran-3-ol BrC=1C(=C2C=NC(=NN2C1C1CCCC1)N[C@H]1[C@@H](COCC1)O)F